6-methoxy-N-(4-methylphenyl)-5-(trifluoromethyl)-2-(4-methylsulfanyl-2-pyridyl)-4-pyrimidinamine COC1=C(C(=NC(=N1)C1=NC=CC(=C1)SC)NC1=CC=C(C=C1)C)C(F)(F)F